tert-butyl 8-(5-amino-7-methoxy pyrazolo[1,5-c]quinazoline-2-carbonyl)-2,8-diazaspiro[4.5]decane-2-carboxylate NC1=NC=2C(=CC=CC2C=2N1N=C(C2)C(=O)N2CCC1(CCN(C1)C(=O)OC(C)(C)C)CC2)OC